C(CCCCCCC)N1CN(C=C1)C 1-(1-octyl)-3-methylimidazole